C(C1=CC=CC=C1)=C1COC2=CC=CC=C2C1=O 3-benzylidenechroman-4-one